NCN1CCC(C(=C1)NC)=O 1-(aminomethyl)-5-(methylamino)-4-oxo-3,4-dihydropyridine